bis(t-butylperoxy)-m-diisopropylbenzene C(C)(C)(C)OOC1=CC(=C(C=C1C(C)C)C(C)C)OOC(C)(C)C